tert-butyl (3-(pyridin-2-yl)pyrrolidin-3-yl)carbamate N1=C(C=CC=C1)C1(CNCC1)NC(OC(C)(C)C)=O